acetic acid 2,3,9,9-tetramethylspiro[4.5]dec-10-yl ester CC1CC2(CC1C)CCCC(C2OC(C)=O)(C)C